1-(5-cyano-4-methylpyridin-2-yl)-5-methoxy-1H-pyrazole-4-carboxylic acid methyl ester COC(=O)C=1C=NN(C1OC)C1=NC=C(C(=C1)C)C#N